C1(CC1)COC1=CC=C(C(=C1C#N)N1CCC(CC1)C1=NN=CN1C)C=1C=NC(=CC1)F 6-(cyclopropylmethoxy)-3-(6-fluoropyridin-3-yl)-2-(4-(4-methyl-4H-1,2,4-triazol-3-yl)piperidin-1-yl)benzonitrile